C(C)(C)(C)OC(=O)N1CCOC=C1C1=CC(=NC(=C1)Cl)Cl.ClC1=CC(=CC(=N1)C1=CC(=NC=C1)C(=O)NC)[C@H]1N(CCOC1)C(\C=C/Cl)=O (R,Z)-6-chloro-4-(4-(3-chloroacryloyl)morpholin-3-yl)-N-methyl-[2,4'-bipyridine]-2'-carboxamide tert-butyl-5-(2,6-dichloropyridin-4-yl)-2,3-dihydro-4H-1,4-oxazine-4-carboxylate